OC1=CC=C(C=C1)C1CCC(CC1)N1CCN(CC1)C(=O)OC(C)(C)C Tert-butyl 4-((1s,4s)-4-(4-hydroxyphenyl)cyclohexyl)piperazine-1-carboxylate